COC(=O)C1=NC(=CC=C1)Br 6-bromopyridine-2-carboxylic acid methylester